C1(=CC=CC=C1)[SiH](C1=CC=CC=C1)C1=CC=CC=C1 (E)-triphenylsilane